CC=1C=CC=2C(C3=CC=C(C=C3OC2C1)C)NC(=O)C=1C(NC(=C(C1)OC1CCOCC1)C(F)(F)F)=O N-(3,6-dimethyl-9H-xanthen-9-yl)-2-oxo-5-((tetrahydro-2H-pyran-4-yl)oxy)-6-(trifluoromethyl)-1,2-dihydropyridine-3-carboxamide